2,2'-bitoluene CC=1C(=CC=CC1)C=1C(C)=CC=CC1